carbon-nitrogen salt [N].[C]